BrC1=C(OCC2=CC=C(C(=O)O)C=C2)C=CC(=C1)C=O 4-[(2-BROMO-4-FORMYLPHENOXY)METHYL]BENZOIC ACID